O=C1NC=CC(=N1)NC(C1=CC=CC=C1)=O N-(2-oxo-1H-pyrimidin-4-yl)benzamide